1,4-bis(bromoethynyl)benzene (2-(4-(6-azidohexanamido)phenyl)thiazole-4-carbonyl)-O-(tert-butyldimethylsilyl)-Z-serinate N(=[N+]=[N-])CCCCCC(=O)NC1=CC=C(C=C1)C=1SC=C(N1)C(=O)OC([C@@H](N)CO[Si](C)(C)C(C)(C)C)=O.BrC#CC1=CC=C(C=C1)C#CBr